C(C)(C)(C)OC(=O)N1C[C@@H]([C@H](C1)COS(=O)(=O)C1=CC=C(C=C1)C)C(=O)N(C)[C@H](C(=O)O)C(C)C (2S)-2-{1-[(3R,4R)-1-(tert-butoxycarbonyl)-4-{[(4-methylbenzenesulfonyl)oxy]methyl}pyrrolidin-3-yl]-N-methylformamido}-3-methylbutanoic acid